C(N)(=S)N[C@@H](CCCCN)C(=O)O N-thiocarbamoyl-lysine